4-[(6-bromo-2-pyridyl)oxy]butoxy-tert-butyl-dimethyl-silane BrC1=CC=CC(=N1)OCCCCO[Si](C)(C)C(C)(C)C